FC1=NC=C(C(=C1)B(O)O)F (2,5-difluoropyridin-4-yl)boronic acid